C[C@]12[C@@H](S[P@@](O1)(SC1=C(C(=C(C(=C1F)F)F)F)F)=S)C[C@@H](CC2)C(=C)C (2S,3aS,5R,7aS)-7a-methyl-2-((perfluorophenyl)thio)-5-(prop-1-en-2-yl)hexahydrobenzo[d][1,3,2]oxathiaphosphole 2-sulfide